3-Cyclohexyl-L-alanin C1(CCCCC1)C[C@H](N)C(=O)O